N,N-bis(1,4-dimethylpentyl)pyrazine-2,5-diamine CC(CCC(C)C)N(C1=NC=C(N=C1)N)C(CCC(C)C)C